4-Hydroxy-N-isothiazol-3-yl-1,5-dimethyl-2-oxo-6,7-dihydro-5H-cyclopenta[b]pyridine-3-carboxamide OC=1C2=C(N(C(C1C(=O)NC1=NSC=C1)=O)C)CCC2C